N-(1-((2-methoxynaphthalen-1-yl)methyl)naphthalen-2-yl)benzenesulfonamide COC1=C(C2=CC=CC=C2C=C1)CC1=C(C=CC2=CC=CC=C12)NS(=O)(=O)C1=CC=CC=C1